(3s,5s)-3-aminomethyl-7-tert-butoxy-5-methyl-heptanoic acid NC[C@H](CC(=O)O)C[C@@H](CCOC(C)(C)C)C